[C@H]12CC(C[C@H](CC1)N2)N(C2=CN=C(N=N2)C2=C(C=C(C=C2)N2C=NC=C2)O)C 2-(6-(((1R,3s,5S)-8-azabicyclo[3.2.1]octan-3-yl)(methyl)amino)-1,2,4-triazin-3-yl)-5-(1H-imidazol-1-yl)phenol